NC1=NC=2C=CC(=CC2C2=C1C=NN2C)C(=O)N(NC(OCC)=O)CC2=NC=C(C=C2)C(F)(F)F ethyl N-[(4-amino-1-methyl-pyrazolo[4,3-c]quinoline-8-carbonyl)-[[5-(trifluoromethyl)-2-pyridyl]methyl]amino]carbamate